4-((1r,3r)-3-(((1-(4-(tert-butoxycarbonyl)phenyl)piperidin-4-yl)methyl)(isopropyl)amino)cyclobutoxy)phthalic acid C(C)(C)(C)OC(=O)C1=CC=C(C=C1)N1CCC(CC1)CN(C1CC(C1)OC=1C=C(C(C(=O)O)=CC1)C(=O)O)C(C)C